CN1CC(C1)(C)[C@@](C=1C=C(C=CC1)N1C[C@H](CC1)O)(C1=CC=C(C=C1)OC(F)(F)F)O (S)-1-{3-[(S)-(1,3-Dimethyl-azetidin-3-yl)-hydroxy-(4-trifluoromethoxy-phenyl)-methyl]-phenyl}-pyrrolidin-3-ol